3-isopropyl-6-(3-methylphenyl)chromone C(C)(C)C1=COC2=CC=C(C=C2C1=O)C1=CC(=CC=C1)C